C(CCCC[C@@H]1SC[C@@H]2NC(=O)N[C@H]12)(=O)NN BiotinHydrazide